5-(3-(3-ethyl-2,4-dioxo-1,2,3,4-tetrahydroquinazolin-7-yl)-5-fluorobenzamido)-N-methylpicolinamide C(C)N1C(NC2=CC(=CC=C2C1=O)C=1C=C(C(=O)NC=2C=CC(=NC2)C(=O)NC)C=C(C1)F)=O